5-hydroxy-2,6-dimethyl-4-[2-(trifluoromethyl)phenoxy]pyridazin-3-one OC1=C(C(N(N=C1C)C)=O)OC1=C(C=CC=C1)C(F)(F)F